4-isopropyl-5-(8-methyl-[1,2,4]triazolo[1,5-a]pyridin-6-yl)-1H-pyrazole-3-carboxamide C(C)(C)C=1C(=NNC1C=1C=C(C=2N(C1)N=CN2)C)C(=O)N